FC1=C(C=CC(=C1)F)C1(C(=O)N)CC=CC=C1 1-(2,4-difluorophenyl)benzamide